C(#N)C=1C=C(C(=O)OC)C=C(C1)C1=NN(C(C2=C1OC=C2)=O)CC(=O)N(C)C2=CC1=C(OC(O1)(F)F)C=C2 methyl 3-cyano-5-(5-(2-((2,2-difluorobenzo[d][1,3]dioxol-5-yl)(methyl)amino)-2-oxoethyl)-4-oxo-4,5-dihydrofuro[2,3-d]pyridazin-7-yl)benzoate